N(=C=O)CCCCCCNC(OCCC=1C(N=C(NC1C)NC(=O)NCCCCCCN=C=O)=O)=O 2-(2-(3-(6-isocyanatohexyl)ureido)-6-methyl-4-oxo-1,4-dihydro pyrimidin-5-yl)ethyl (6-isocyanatohexyl)carbamate